BrC(CN(S(=O)(=O)C1=CC=C(C=C1)C)C\C=C\C1=CC=C(C=C1)C)=C (E)-N-(2-bromoallyl)-4-methyl-N-(3-(p-tolyl)allyl)benzenesulfonamide